C1=CC(=CC=2SC3=CC(=CC=C3NC12)N)N 10H-phenothiazin-3,7-diamine